Cl.C1OCC12CNC2 2-oxa-6-aza-spiro[3.3]heptane hydrochloride